C(CCCCCCCCCCCCCCC)(=O)OCCCCCCCCCCCCCCCCCCCCCCCC lignoceryl palmitate